C(C)(C)OCC(C)OC(C)C 1,2-diisopropyloxypropane